nicotinaldehyde oxime C(C1=CN=CC=C1)=NO